C(#N)C=1C(=NC(=CC1C(F)(F)F)C)N1[C@@H](C=CC1)C(=O)N(C=1C=C(C=CC1)C)C (2S)-1-[3-cyano-6-methyl-4-(trifluoromethyl)-2-pyridyl]-N-methyl-N-(m-tolyl)-2,5-dihydropyrrole-2-carboxamide